8-dodecatrien-1-ol CCC/C=C/C/C=C/C=C/CCO